(4-(2-chloro-4,4-dimethyl-4,5,6,8-tetrahydro-7H-thieno[2,3-c]azepin-7-yl)-2,6-dimethylphenyl)-3,3-dimethylbutyramide ClC1=CC2=C(CN(CCC2(C)C)C2=CC(=C(C(=C2)C)C(C(=O)N)C(C)(C)C)C)S1